2-Amino-3-(3-cyanopyridyl)-5-bromopyrazine NC1=NC=C(N=C1C1=NC=CC=C1C#N)Br